(3,3-Difluoro-2-(methoxymethoxy)cyclopent-1-en-1-yl)methanol FC1(C(=C(CC1)CO)OCOC)F